BrC1C=CC(OC1Br)=O 5,6-dibromo-5,6-dihydro-2H-pyran-2-one